2-bromo-N-(3-methoxy-2,4,6-trimethyl-phenyl)thiazole-5-carboxamide BrC=1SC(=CN1)C(=O)NC1=C(C(=C(C=C1C)C)OC)C